C(C)OC(CCO)OCC 3,3-diethoxypropanol